trimethylacryloxyethyl-ammonium C[N+](CCOC(C=C)=O)(C)C